C1(CC1)C1=NC(=C(C#N)C=C1)NC1CCOCC1 6-cyclopropyl-2-((tetrahydro-2H-pyran-4-yl)amino)nicotinonitrile